itaconic acid di(2-ethylhexyl) ester C(C)C(COC(C(=C)CC(=O)OCC(CCCC)CC)=O)CCCC